C(C)(C)C1=C(NC2=CC=C(C=C12)C1CCC(CC1)N1C[C@H](CC1)N(C)C)C=1C=C(C=2N(C1)N=CN2)OC (S)-1-(4-(3-isopropyl-2-(8-methoxy-[1,2,4]triazolo[1,5-a]pyridin-6-yl)-1H-indol-5-yl)cyclohexyl)-N,N-dimethylpyrrolidin-3-amine